C(C)OC1=C(CNCC2CCN(CC2)C(=O)OC(C)(C)C)C=C(C=C1)OC(F)(F)F tert-butyl 4-(((2-ethoxy-5-(trifluoromethoxy)benzyl)amino)methyl)piperidine-1-carboxylate